C1(=CC=C(C=C1)CCN)C 2-p-tolylethanamine